C(CC)OC1=CC(=CC=C1)OCCC 1,3-dipropyloxybenzene